fluorotungsten titanium [Ti].F[W]